C1CCCC2=CC=C3C(=C12)C=CC=C3 benzotetraline